C(C)(C)(C)OC(N[C@H](C(=O)NC)[C@@H](C)OCC1CCCCC1)=O ((2s,3r)-3-(cyclohexylmethoxy)-1-(methylamino)-1-oxobutan-2-yl)carbamic acid tert-butyl ester